diethylmethylenecyclopentadienyl-(3,5-dimethylindenyl)hafnium dichloride [Cl-].[Cl-].C(C)C(CC)=[Hf+2](C1C=C(C2=CC(=CC=C12)C)C)C1C=CC=C1